C(C)(C)(C)OC(=O)N1[C@@H](CN(CC1)CCC1=C(C=CC(=C1)Cl)OC)COC1=CC=C(C=C1)S(=O)(=O)C (S)-4-(5-chloro-2-methoxyphenylethyl)-2-((4-(methylsulfonyl)phenoxy)methyl)piperazine-1-carboxylic acid tert-butyl ester